5-Amino-3-(4-bromophenyl)-1-(3-methyltetrahydropyran-4-yl)pyrazole-4-carbonitrile NC1=C(C(=NN1C1C(COCC1)C)C1=CC=C(C=C1)Br)C#N